2'-O-isopentenyl-adenosine C(CC(=C)C)O[C@H]1[C@@H](O[C@@H]([C@H]1O)CO)N1C=NC=2C(N)=NC=NC12